COCCNC(=O)C1CCN(CC1)C(=O)OC(C)(C)C tert-butyl 4-((2-methoxy ethyl)carbamoyl)piperidine-1-carboxylate